(4-aminocyclopenta[c]pyrrol-2(1H)-yl)(4-(quinolin-4-ylmethoxy)phenyl)methanone NC1=CC=C2CN(C=C21)C(=O)C2=CC=C(C=C2)OCC2=CC=NC1=CC=CC=C21